ClC=1C(=CC(=NC1)N)C=1C=NN(C1)C(C)C 5-Chloro-4-(1-isopropyl-1H-pyrazol-4-yl)pyridin-2-amine